FC1=CC=C(C=C1)[C@H]1N(C[C@@H](N(C1)C(C(C)(C)C)=O)C)C(=O)OC(C)(C)C |r| rac-(2R,5S)-tert-butyl 2-(4-fluorophenyl)-5-methyl-4-pivaloylpiperazine-1-carboxylate